FC1=C(O[C@H]2CN(CC2)C(=O)C23CC(C2)(C3)COC3=CC(=NC=N3)C#N)C=C(C=C1)F (R)-6-((3-(3-(2,5-difluorophenoxy)pyrrolidine-1-carbonyl)-bicyclo[1.1.1]pentan-1-yl)methoxy)pyrimidine-4-carbonitrile